CC1(OB(OC1(C)C)C=1C=2C=CC=3C4=C(OC3C2C=CC1)C=CC=C4)C 4-(4,4,5,5-tetramethyl-1,3,2-dioxaborolan-2-yl)benzo[b]naphtho[2,1-d]furan